1-((S)-1-(3-chlorophenyl)-2-hydroxyethyl)-3-(1-(2-((trans-4-hydroxycyclohexyl)amino)pyrimidin-4-yl)-1H-pyrazol-4-yl)urea ClC=1C=C(C=CC1)[C@@H](CO)NC(=O)NC=1C=NN(C1)C1=NC(=NC=C1)N[C@@H]1CC[C@H](CC1)O